ClC=1C=C(COC2=CC=C(CNC(C(CC)N(C)C)=O)C=C2)C=CC1Cl N-(4-((3,4-dichlorobenzyl)oxy)benzyl)-2-(dimethylamino)butanamide